5-(4-{1-[4-({1-[2-(2,6-dioxopiperidin-3-yl)-1-oxo-2,3-dihydro-1H-isoindol-5-yl]azetidin-3-yl}methyl)piperazin-1-yl]cyclopropyl}phenyl)-1H-pyrrolo[2,3-b]pyridine O=C1NC(CCC1N1C(C2=CC=C(C=C2C1)N1CC(C1)CN1CCN(CC1)C1(CC1)C1=CC=C(C=C1)C=1C=C2C(=NC1)NC=C2)=O)=O